1,3,5-Triazinan N1CNCNC1